C(#N)CCCOC1=CC=C(C=C1)C1=CC=CC=C1 4'-(cyanopropoxy)-[1,1'-biphenyl]